C[C@H]1C[C@H](CNC1)NC1=NC(=CC=C1)C1=CN=C2N1C=C(N=C2)C2(CC2)C(F)(F)F N-((3R,5S)-5-methylpiperidin-3-yl)-6-(6-(1-(trifluoromethyl)cyclopropyl)imidazo[1,2-a]pyrazin-3-yl)pyridin-2-amine